1-(2-bromophenyl)-N-(2-(difluoromethoxy)-6-methylpyridin-3-yl)cyclobutane-1-carboxamide BrC1=C(C=CC=C1)C1(CCC1)C(=O)NC=1C(=NC(=CC1)C)OC(F)F